4-nitrophenyl ((3-cis-(trifluoromethoxy)cyclobutyl)methyl) carbonate C(OC1=CC=C(C=C1)[N+](=O)[O-])(OCC1(CCC1)OC(F)(F)F)=O